OC1=CC=C2C=CC(NC2=C1)=O 7-hydroxy-2(1H)-quinolinone